S(=O)(=O)([O-])[O-].OC1[C@H](N)[C@@H](O)[C@H](O)[C@H](O1)CO.[Na+].[Na+] sodium glucosamine sulfate salt